3,4-diethyl-2-aminothiophene-3,4-dicarboxylic acid C(C)C1(C(SCC1(C(=O)O)CC)N)C(=O)O